C1(CC1)S(=O)(=O)NC1=CC(=NC=C1)[C@@H](C[C@@H]1N(CCCC1)C(=O)OC(C)(C)C)NC(=O)C=1SC(=CN1)C1=NC(=CN=C1)OCC tert-butyl (2R)-2-[(2R)-2-(4-cyclopropanesulfonamidopyridin-2-yl)-2-{[5-(6-ethoxypyrazin-2-yl)-1,3-thiazoleyl] formamido}ethyl]piperidine-1-carboxylate